ClC=1C(=C(NC2=NC=NC3=CC(=C(C=C23)[N+](=O)[O-])C#C[C@@]23CN(C[C@H]3C2)C(=O)OC(C)(C)C)C=CC1)F tert-butyl (1R,5S)-1-[2-[4-(3-chloro-2-fluoro-anilino)-6-nitro-quinazolin-7-yl]ethynyl]-3-azabicyclo[3.1.0]-hexane-3-carboxylate